4-chloro-2-(4-(2-isopropoxy-1-methyl-1H-imidazol-5-yl)phenoxy)benzaldehyde ClC1=CC(=C(C=O)C=C1)OC1=CC=C(C=C1)C1=CN=C(N1C)OC(C)C